C(=C)[Si](C=C)(C=C)CCC(=C[SiH3])C 2-(trivinylsilylethyl)methylvinylsilane